C(C)(C)(C)OC(=O)N1C[C@H](N(CC1)C=1C2=C(N=CN1)N(C=C2C2CC2)C2=CC(=CC(=C2)F)F)C (R)-4-(5-cyclopropyl-7-(3,5-difluorophenyl)-7H-pyrrolo[2,3-d]pyrimidin-4-yl)-3-methylpiperazine-1-carboxylic acid tert-butyl ester